C(OC1=CC=C(C=C1)[N+](=O)[O-])(OC[C@H]1NC(CC1)=O)=O (S)-4-nitrophenyl ((5-oxopyrrolidin-2-yl) methyl) carbonate